1-(methylthio)ethyl mercaptan CSC(C)S